CC1=NN2C(N(C([C@H](CC2)NC(=O)C2=NNC=N2)=O)C)=C1 N-[(6S)-2,4-dimethyl-5-oxo-7,8-dihydro-6H-pyrazolo[1,5-a][1,3]diazepin-6-yl]-1H-1,2,4-triazole-3-carboxamide